B([O-])(O)O.FC(C(=O)O)(C(F)(F)F)F.[Li+] lithium perfluoropropionate borate